C[Si](CCOCN1N=CC2=CC(=C(C=C12)[N+](=O)[O-])C=C)(C)C trimethyl-[2-[(6-nitro-5-vinyl-indazol-1-yl)methoxy]ethyl]silane